3,5-dimethyl-1-(2-ethylphenyl)-1H-pyrazolo[3,4-b]pyridine CC1=NN(C2=NC=C(C=C21)C)C2=C(C=CC=C2)CC